methyl 2,2-difluoro-3,7-dioxo-5β-cholanoate FC1(C(C[C@H]2CC([C@H]3[C@@H]4CC[C@H]([C@@H](CCC(=O)OC)C)[C@]4(CC[C@@H]3[C@]2(C1)C)C)=O)=O)F